2-(7-((2S,5R)-4-(1-(benzo[d]thiazol-6-yl)ethyl)-5-ethyl-2-methylpiperazin-1-yl)-4-methyl-5-oxo-4,5-dihydropyrazolo[1,5-a]pyrimidin-2-yl)acetonitrile S1C=NC2=C1C=C(C=C2)C(C)N2C[C@@H](N(C[C@H]2CC)C2=CC(N(C=1N2N=C(C1)CC#N)C)=O)C